C(=O)(O)C(CC(=O)O)OCCN([C@@H](CC(=O)O)C(=O)O)CCOCC(=O)O N-[2-(1,2-dicarboxyethoxy)ethyl]-N-[2-(carboxymethoxy)ethyl]aspartic acid